BrC1=CN2C(S1)=C(C=N2)C(=O)NC=2C(=NC=C(C2)NC(CN2CC(C2)OC)=O)C 2-Bromo-N-(5-(2-(3-methoxyazetidin-1-yl)acetamido)-2-methylpyridin-3-yl)pyrazolo[5,1-b]thiazole-7-carboxamide